CS(=O)(=O)N1C(CCC1)C(=O)N1CCC2(C(C2)CNC(=O)C2=CC=3C(=CN=CC3)O2)CC1 N-[[6-(1-methylsulfonylpyrrolidine-2-carbonyl)-6-azaspiro[2.5]octan-2-yl]methyl]furo[2,3-c]pyridine-2-carboxamide